CS(=O)(=O)OC1=CC=C(C=C1)CS(=O)(=O)[O-] 4-(methylsulfonyloxy)-phenylmethanesulfonate